FC1=CC(=C(C=C1)O)C1(CC1)CCO 4-Fluoro-2-(1-(2-hydroxyethyl)cyclopropyl)phenol